ClC=1C(=NC(=NC1)NC=1C=NC(=CC1)N1CCOCC1)C1=CN(C2=CC(=CC=C12)NC(C=C)=O)C N-[3-[5-chloro-2-[(6-morpholino-3-pyridyl)amino]pyrimidin-4-yl]-1-methyl-indol-6-yl]prop-2-enamide